FC(C=1C=C2C(=NC=NC2=C(C1)C(F)(F)F)N[C@@H](C)C1=NC=NN1C=1CCC(N(N1)C)=O)(F)F 6-[5-[(1S)-1-[[6,8-bis(trifluoromethyl)-quinazolin-4-yl]amino]ethyl]-1,2,4-triazol-1-yl]-2-methyl-4,5-dihydropyridazin-3-one